(E)-N'-(3,5-dimethoxybenzylidene)-6-(2-isopropoxy-4-methoxyphenyl)pyrazine-2-carbohydrazide COC=1C=C(\C=N\NC(=O)C2=NC(=CN=C2)C2=C(C=C(C=C2)OC)OC(C)C)C=C(C1)OC